C(C)(C)OC1=C(C=C(C(=O)N2CC3CN(CC(C3C2)C(=O)N[C@H](C(=O)NC)CCCC2=CC=CC=C2)C(CC2=CC=CC=C2)=O)C=C1)OC 2-(4-isopropoxy-3-methoxybenzoyl)-N-((S)-1-(methylamino)-1-oxo-5-phenylpentan-2-yl)-5-(2-phenylacetyl)octahydro-1H-pyrrolo[3,4-c]pyridine-7-carboxamide